[Br-].BrCCC[N+](C)(C)C (3-bromopropyl)-trimethylammonium bromide